ClC1=CC=NC2=CC(=CC=C12)C1=C(C=C(C=C1)CN1CCCCC1)F 4-chloro-7-(2-fluoro-4-(piperidin-1-ylmethyl)phenyl)quinoline